CNC(CC1OC2=C(O1)C=CC=C2)CC N-methyl-1-(1,3-benzodioxol-yl)-2-aminobutane